NC1=CC=C(C=N1)C(CN(CCCCCC(=O)OCC(CCCCCCCC)CCCCCC)CCCCCC(=O)OCC(CCCCCCCC)CCCCCC)C bis(2-hexyldecyl) 6,6'-((2-(6-aminopyridin-3-yl)propyl)azanediyl)dihexanoate